BrC1=C(C=CC2=C1C=C(O2)C(=O)O)N2CCC(CC2)NS(=O)(=O)C2=C(C=CC=C2Cl)Cl 4-bromo-5-[4-(2,6-dichloro-benzenesulfonylamino)-piperidin-1-yl]-benzofuran-2-carboxylic acid